N-(1,1-Dioxido-2,3-dihydrothiophen-3-yl)-3-methyl-5-oxo-2-phenyl-4,5-dihydrothieno[3,2-b]pyridine-6-carboxamide O=S1(CC(C=C1)NC(=O)C1=CC2=C(NC1=O)C(=C(S2)C2=CC=CC=C2)C)=O